C1NC(CC[C@H]2[C@H]1C=1C=CC=CC1OC2)=O (5aS,11bS)-1,4,5,5a,6,11b-Hexahydrochromeno[4,3-c]azepin-3(2H)-one